C(C=C)OC1=C(C(=O)OCC=C)C=CC(=C1OC)NC(C1=C(C(=C(C=C1)NC(C1=CC=C(C=C1)NC([C@H](CC#N)NC(C1=CC=C(C=C1)N)=O)=O)=O)OC)OCC=C)=O (S)-Allyl 2-(allyloxy)-4-(2-(allyloxy)-4-(4-(2-(4-aminobenzamido)-3-cyanopropanamido) benzamido)-3-methoxybenzamido)-3-methoxybenzoate